(trans)-3-(3-fluoro-5-(4,4,5,5-tetramethyl-1,3,2-dioxaborolan-2-yl)-7-(trifluoromethyl)-1H-indazol-1-yl)-1-methylcyclobutan-1-ol FC1=NN(C2=C(C=C(C=C12)B1OC(C(O1)(C)C)(C)C)C(F)(F)F)C1CC(C1)(O)C